3-[2-acetyl-3-(4-tert-butylphenyl)-3,4-dihydropyrazol-5-yl]-6-chloro-4-phenyl-1H-quinolin-2-one C(C)(=O)N1N=C(CC1C1=CC=C(C=C1)C(C)(C)C)C=1C(NC2=CC=C(C=C2C1C1=CC=CC=C1)Cl)=O